2-amino-3-methyl-N-[(5-methyloxazol-4-yl)methyl]-N-[[5-(trifluoromethyl)-2-pyridyl]methyl]quinoline-6-carboxamide NC1=NC2=CC=C(C=C2C=C1C)C(=O)N(CC1=NC=C(C=C1)C(F)(F)F)CC=1N=COC1C